(4-((2,3-dihydro-1H-inden-4-yl)amino)cyclohexyl)carbamate C1CCC2=C(C=CC=C12)NC1CCC(CC1)NC([O-])=O